(4,6-diphenyl-1,3,5-triazinyl)5-hexyloxyphenol C1(=CC=CC=C1)C1=NC(=NC(=N1)C1=CC=CC=C1)C1=C(C=C(C=C1)OCCCCCC)O